6-bromo-1H-pyrrolo[3,2-b]pyridin-5-amine BrC=1C=C2C(=NC1N)C=CN2